2-trifluoromethyl-4,5-dicyanoimidazole FC(C=1NC(=C(N1)C#N)C#N)(F)F